C(C1=CC=CC=C1)OC=1C(C=CN2NCN(C(C21)=O)CC2CCOCC2)=O 5-(benzyloxy)-3-((tetrahydro-2H-pyran-4-yl)methyl)-2,3-dihydro-1H-pyrido[2,1-f][1,2,4]triazine-4,6-dione